{1-[1-(3-fluorobenzoyl)piperidin-4-yl]-3-[4-(7H-pyrrolo[2,3-d]pyrimidin-4-yl)-1H-pyrazol-1-yl]azetidin-3-yl}acetonitrile FC=1C=C(C(=O)N2CCC(CC2)N2CC(C2)(N2N=CC(=C2)C=2C3=C(N=CN2)NC=C3)CC#N)C=CC1